FC1=C(C(=CC=C1)OC)C1=NC=CC(=N1)NC1=NC=C(C(=C1)N1CC(CCC1)CF)C=1C=NN(C1)C1CCOCC1 2-(2-fluoro-6-methoxyphenyl)-N-(4-(3-(fluoromethyl)piperidin-1-yl)-5-(1-(tetrahydro-2H-pyran-4-yl)-1H-pyrazol-4-yl)pyridin-2-yl)pyrimidin-4-amine